Pentyl-dimethyl-ammonium C(CCCC)[NH+](C)C